ClC1=C(C=CC=C1)C(CCC[C@@H](C)[C@H]1CC[C@H]2[C@@H]3CC[C@H]4[C@H]([C@H](CC[C@]4(C)[C@H]3CC[C@]12C)O)O)O 24-[(2-chlorophenyl)(hydroxyl)methyl]-5α-cholane-3β,4β-Diol